1,4-bis(3-fluoro-4-mercaptobenzenesulfonyl)benzene FC=1C=C(C=CC1S)S(=O)(=O)C1=CC=C(C=C1)S(=O)(=O)C1=CC(=C(C=C1)S)F